FC(C(C(C(C(C(=O)Cl)(F)F)(F)F)(F)F)(F)F)(CC(F)(F)F)F tridecafluoro-1-octanoyl chloride